8-quinolylmethyl 4-(3-cyclopropyl-3-hydroxy-but-1-ynyl)-2,6-dimethyl-7-oxo-1H-pyrrolo[2,3-c]pyridine-3-carboxylate C1(CC1)C(C#CC=1C2=C(C(N(C1)C)=O)NC(=C2C(=O)OCC=2C=CC=C1C=CC=NC21)C)(C)O